FC([C@@H](C1COC1)C=1C=CC(=NC1)N1N=CC(=C1)C1=NC=2C(=NC=CC2)N1)(F)F (1-(5-((S)-2,2,2-trifluoro-1-(oxetan-3-yl)ethyl)pyridin-2-yl)-1H-pyrazol-4-yl)-3H-imidazo[4,5-b]pyridine